C1C=CC=C(O1)O Pyranol